N1N=NN=C1CCN1N=C2N(C(=NC(=C2C2=CC(=NC(=C2)C)C)C2=CC=CC=C2)N)C1=O 2-(2-(1H-tetrazol-5-yl)ethyl)-5-amino-8-(2,6-dimethylpyridin-4-yl)-7-phenyl-[1,2,4]triazolo[4,3-c]pyrimidin-3(2H)-one